C(C1=CC=CC=C1)OC(=O)NC(=N)C1=CC=C(CNC([C@H](C)NC(=O)C2N(C[C@H](C2)C2=CC(=CC=C2)COCOC)C(=O)OC(C)(C)C)=O)C=C1 tert-butyl (4R)-2-(((S)-1-((4-(N-((benzyloxy)carbonyl)carbamimidoyl)benzyl)amino)-1-oxopropan-2-yl)carbamoyl)-4-(3-((methoxymethoxy)methyl)phenyl)pyrrolidine-1-carboxylate